1-(6-Bromopyridin-2-yl)tetrahydropyrimidin-2(1H)-one BrC1=CC=CC(=N1)N1C(NCCC1)=O